N-({2-[2-Fluoro-6-(2H-1,2,3-triazol-2-yl)benzoyl]-4-methyl-2-azabicyclo[3.1.1]heptan-3-yl}methyl)-5-(trifluoromethyl)pyrazin-2-amin FC1=C(C(=O)N2C3CC(C(C2CNC2=NC=C(N=C2)C(F)(F)F)C)C3)C(=CC=C1)N1N=CC=N1